C1(CCCCC1)C(C(CCCCC)C)NS(=O)(=O)C1=CC=C(C=C1)C N-(1-cyclohexyl-2-METHYLHEPTYL)-4-methylbenzenesulfonamide